C(CC)O[Si](Br)(Br)OCCC di-n-propoxydibromosilane